2-fluoro-6-(trifluoromethyl)nicotinic acid FC1=C(C(=O)O)C=CC(=N1)C(F)(F)F